2-chloro-4-hydroxyphenol ClC1=C(C=CC(=C1)O)O